C(#N)C=1C(NC2=CC=C(C=C2C1N1CCC2(CC2)CC1)C(=O)O)=O 3-cyano-2-oxo-4-(6-azaspiro[2.5]oct-6-yl)-1,2-dihydroquinoline-6-carboxylic acid